BrC=1C=C(C=CC1)C#CC1CN(CCC1)C 3-[2-(3-bromophenyl)ethynyl]-1-methyl-piperidine